COC1=CC=C(CN2C(N(CCC2=O)C2=CC=C(C=C2)N2CCC(CC2)C=O)=O)C=C1 1-(4-(3-(4-Methoxybenzyl)-2,4-dioxotetrahydropyrimidin-1(2H)-yl)phenyl)piperidine-4-carbaldehyde